5-((3-(N-methylsulfamoyl)phenyl)amino)-7H-pyrrolo[2,3-c][2,6]naphthyridine-8-carboxylic Acid CNS(=O)(=O)C=1C=C(C=CC1)NC1=NC2=C(C3=CN=CC=C13)C=C(N2)C(=O)O